(1-(4-methoxybenzyl)-2-carbonyl-1,2-dihydrobenzo[cd]indol-6-yl)-5-trifluoromethyl-1H-pyrazole-4-carboxylic acid COC1=CC=C(CN2C(C3=C4C(C(=CC=C24)N2N=CC(=C2C(F)(F)F)C(=O)O)=CC=C3)=C=O)C=C1